C(C)(C)(C)OC(N[C@H]1CN(CCC1)C1=C2C(=CN=N1)CN(CC2)C(C=C)=O)=O (R)-(1-(6-propenoyl-5,6,7,8-tetrahydropyrido[3,4-d]pyridazin-1-yl)piperidin-3-yl)carbamic acid tert-butyl ester